COC[C@H]1N(CCC1)N (2S)-2-(methoxymethyl)pyrrolidin-1-amine